succinic acid diammonium salt [NH4+].[NH4+].C(CCC(=O)[O-])(=O)[O-]